COC1=CC=C(CN(C2=C(C(=C(C(=C2)C)CC=O)Br)F)CC2=CC=C(C=C2)OC)C=C1 (4-(bis(4-methoxybenzyl)amino)-2-bromo-3-fluoro-6-methylphenyl)acetaldehyde